N,N-Dimethyl-2-(4-(3-(1-(trifluoromethyl)-4H-benzo[b]pyrrolo[1,2-d][1,4]oxazin-4-yl)pyridin-2-yl)piperazin-1-yl)ethan-1-amine CN(CCN1CCN(CC1)C1=NC=CC=C1C1C=2N(C3=C(O1)C=CC=C3)C(=CC2)C(F)(F)F)C